2-fluoro-4-(pyridin-2-yl)aniline FC1=C(N)C=CC(=C1)C1=NC=CC=C1